NC=1C=C2CCC(NC2=C(C1F)C)=O 6-amino-7-fluoro-8-methyl-3,4-dihydro-1H-quinolin-2-one